Tert-butyl (5-(cyclopropylmethyl)-1-methyl-4-oxo-4,5-dihydro-1H-pyrrolo[3,2-c]pyridin-3-yl)carbamate C1(CC1)CN1C(C2=C(C=C1)N(C=C2NC(OC(C)(C)C)=O)C)=O